C(N)(=N)N1CCC(=CC1)C1=C(C=C(C(=O)NC2=CC(=C(C=C2)C=2CCN(CC2)C(N)=N)OCC)C=C1)F 4-(1-carbamimidoyl-1,2,3,6-tetrahydro-pyridin-4-yl)-N-[4-(1-carbamimidoyl-1,2,3,6-tetrahydro-pyridin-4-yl)-3-ethoxy-phenyl]-3-fluoro-benzamide